C(#N)C1=C(C=C(C=C1)C1=C(C=CC=C1)NS(=O)(=O)C1=CC=C(C=C1)OC)F N-(4'-cyano-3'-fluoro-biphenyl-2-yl)-4-methoxy-benzenesulfonamide